1-methyl-N-(3-(thieno[2,3-c]pyridin-2-yl)-1H-pyrrolo[2,3-b]pyridin-6-yl)piperidine-4-carboxamide CN1CCC(CC1)C(=O)NC1=CC=C2C(=N1)NC=C2C2=CC=1C(=CN=CC1)S2